ClC1=C2CN(C(C2=CC(=C1)CO)=O)C1C(NC(CC1)=O)=O 3-(4-chloro-6-(hydroxymethyl)-1-oxoisoindolin-2-yl)piperidine-2,6-dione